zinc bis(hydroxymethanesulfinate) OCS(=O)[O-].OCS(=O)[O-].[Zn+2]